BrC1=C(CNC(C(OCC)OCC)=N)C=CC=C1C N-(2-bromo-3-methylbenzyl)-2,2-diethoxyacetimidamide